((3S,7aR)-3-(((Tert-butyldimethylsilyl)oxy)methyl)hexahydro-1H-pyrrolizin-7a-yl)methanol [Si](C)(C)(C(C)(C)C)OC[C@@H]1CC[C@]2(CCCN12)CO